N-(3-methoxybenzyl)-N-(4-morpholinobenzyl)-2-(2-(2-morpholinoethoxy)ethoxy)pyridin-4-amine COC=1C=C(CN(C2=CC(=NC=C2)OCCOCCN2CCOCC2)CC2=CC=C(C=C2)N2CCOCC2)C=CC1